4'-fluorospiro[cyclobutane-1,3'-dihydroindole]-2'-one FC1=C2C3(C(NC2=CC=C1)=O)CCC3